NC1=NC=C(C2=C1C(=NN2C)C2=CC(=C(C=C2)NS(=O)(=O)C(F)F)O[C@@H](C)C2=CC=C(C=C2)F)C#CC2CCNCC2 (S)-N-(4-(4-amino-1-methyl-7-(piperidin-4-ylethynyl)-1H-pyrazolo[4,3-c]pyridin-3-yl)-2-(1-(4-fluorophenyl)ethoxy)phenyl)-1,1-difluoromethanesulfonamide